C[C@H]1CN(CCN1CC1CCNCC1)C(=O)OC(C)(C)C tert-butyl (S)-3-methyl-4-(piperidin-4-ylmethyl)piperazine-1-carboxylate